(4aS,8aS)-4-(1H-indazole-3-carbonyl)octahydroquinoxalin-2(1H)-one N1N=C(C2=CC=CC=C12)C(=O)N1CC(N[C@H]2CCCC[C@H]12)=O